BrC1=NNC(=N1)C(CCO)OC1=CC(=CC(=C1)F)F 3-(3-bromo-1H-1,2,4-triazol-5-yl)-3-(3,5-difluorophenoxy)propan-1-ol